2-(1,5-Dimethyl-1H-pyrazol-4-yl)-5-iodo-1,7-naphthyridin-8-amine CN1N=CC(=C1C)C1=NC2=C(N=CC(=C2C=C1)I)N